((Tosyl-L-alanyl) oxy) phenyltosyl-L-alaninate C1(=CC=CC=C1)N([C@@H](C)C(=O)OOC([C@@H](NS(=O)(=O)C1=CC=C(C)C=C1)C)=O)S(=O)(=O)C1=CC=C(C)C=C1